C(C)(C)C1=C(C=CC=C1)C1(CCC2(OCCO2)CC1)C=O 8-(2-isopropylphenyl)-1,4-dioxaspiro[4.5]decane-8-carbaldehyde